C(=O)O[O-].[Mg+2].C(O[O-])=O magnesium peroxyformate